N1N=CC2=CC(=CC=C12)C=1C=NC=2N(C=3N=CC(=CC3OC2C1)C=1C=C2C=NNC2=CC1)CCCCCN1CCOCC1 6,12-bis-(1H-indazol-5-yl)-2-[5-(morpholin-4-yl)pentyl]-9-oxa-2,4,14-triazatricyclo[8.4.0.0^{3,8}]tetradeca-1(10),3(8),4,6,11,13-hexaene